Di-tert-butyl(8-bromo-4-(tert-butoxy)pyrido[4,3-d]pyrimidine-2,5-diyl)bis((tert-butoxycarbonyl)-carbamate) C(C)(C)(C)OC(N(C=1N=C(C2=C(N1)C(=CN=C2N(C(OC(C)(C)C)=O)C(=O)OC(C)(C)C)Br)OC(C)(C)C)C(=O)OC(C)(C)C)=O